1-sulfoamyl-4-vinylimidazole tetrafluoroborate F[B-](F)(F)F.S(=O)(=O)(O)C(CCCC)C=1NC=C(N1)C=C